Cl.FC=1C=C(C=CC1)CN (3-fluorophenyl)methylamine hydrochloride